4-benzyl-N-(4-cyano-2-fluoro-phenyl)-1H-pyrrole-3-sulfonamide C(C1=CC=CC=C1)C=1C(=CNC1)S(=O)(=O)NC1=C(C=C(C=C1)C#N)F